2-chloro-4-[[4-[[(1S)-2-hydroxy-1-phenyl-ethyl]amino]-5-(5-methyl-1H-pyrazol-3-yl)pyrimidin-2-yl]amino]-N-methyl-benzamide ClC1=C(C(=O)NC)C=CC(=C1)NC1=NC=C(C(=N1)N[C@H](CO)C1=CC=CC=C1)C1=NNC(=C1)C